CN(C(=O)C=1C=NN(C1)C(C)C=1SC(=CC1)C1=NOC(=N1)C(F)(F)F)C N,N-dimethyl-1-[1-[5-[5-(trifluoromethyl)-1,2,4-oxadiazol-3-yl]-2-thienyl]ethyl]pyrazole-4-carboxamide